CC=1C=C(C(=O)NC2=NN(C3=CC=CC=C23)CC2=CC=C(C=C2)C(F)(F)F)C=CC1 3-methyl-N-(1-(4-(trifluoromethyl)benzyl)-1H-indazol-3-yl)benzamide